1-Furfurylpyrrole C(C1=CC=CO1)N1C=CC=C1